tert-butyl (1S,5R)-7-[2-[3-amino-6-[3-fluoro-2-(methoxymethoxy)phenyl]pyridazin-4-yl]-4-pyridyl]-3-oxa-9-azabicyclo[3.3.1]non-6-ene-9-carboxylate NC=1N=NC(=CC1C1=NC=CC(=C1)C1=C[C@@H]2COC[C@H](C1)N2C(=O)OC(C)(C)C)C2=C(C(=CC=C2)F)OCOC